2-chloro-5-methoxy-N-(5-methoxy-1,3,4-thiadiazol-2-yl)-6-methyl-(4,4'-bipyridine)-3-carboxamide ClC1=NC(=C(C(=C1C(=O)NC=1SC(=NN1)OC)C1=CC=NC=C1)OC)C